2,2,4,4-tetramethyl-7-oxa-3,20-diazadispiro[5.1.11.2]heneicosan-21-one CC1(CC2(CC(N1)(C)C)OC1(CCCCCCCCCCC1)NC2=O)C